7,7-difluoro-6-hydroxy-6,7,8,9-tetrahydropyrazino[1,2-a]indol-1(2H)-one FC1(CCC=2C=C3N(C2C1O)C=CNC3=O)F